2-(1-bromoethyl)naphtho[2,3-b]Furan-4,9-dione BrC(C)C1=CC2=C(O1)C(C1=CC=CC=C1C2=O)=O